3-(5-(7-methyl-2-(pyrrolidin-1-ylmethyl)oxazolo[5,4-b]pyridin-5-yl)-1-oxoisoindolin-2-yl)piperidine-2,6-dione CC1=C2C(=NC(=C1)C=1C=C3CN(C(C3=CC1)=O)C1C(NC(CC1)=O)=O)OC(=N2)CN2CCCC2